BrC=1C=C(C(=NC1)N1C(C(N(C(C1)=O)CC1=CC=C(C=C1)F)C1COC1)=O)F 1-(5-bromo-3-fluoropyridin-2-yl)-4-(4-fluorobenzyl)-3-(oxetan-3-yl)piperazine-2,5-dione